[Pd].[Pd].C(C1=CC=CC=C1)=CC(=O)C=CC1=CC=CC=C1 (dibenzylidene)acetone dipalladium